1,3-diphenyl-2-thiourea C1(=CC=CC=C1)NC(=S)NC1=CC=CC=C1